methyl 2-(5-bromo-4-methylpyrimidin-2-yl)-2-methylpropanoate BrC=1C(=NC(=NC1)C(C(=O)OC)(C)C)C